The molecule is a sesquiterpenoid that is (+)-alpha-santalene in which one of the methyl groups attached to the C=C double bond has been oxidised to form the corresponding carboxylic acid. It has a role as an insecticide and a plant metabolite. It is a bridged compound, a sesquiterpenoid and an alpha,beta-unsaturated monocarboxylic acid. It derives from a hydride of a (+)-alpha-santalene. C/C(=C\\CC[C@@]1(C2C[C@H]3C1([C@H]3C2)C)C)/C(=O)O